ClC=1C=C(C=CC1F)C1=CSC2=C1C(N(C=C2COCC)CC(=O)N2CC(CC2)F)=O 3-(3-chloro-4-fluorophenyl)-7-(ethoxymethyl)-5-(2-(3-fluoropyrrolidin-1-yl)-2-oxoethyl)thieno[3,2-c]pyridin-4(5H)-one